7-(1-acryloylpiperidin-4-yl)-2-(3-ethoxy-5-methoxy-4-methylphenyl)-4,5,6,7-tetrahydropyrazolo[1,5-a]pyrimidine-3-carboxamide C(C=C)(=O)N1CCC(CC1)C1CCNC=2N1N=C(C2C(=O)N)C2=CC(=C(C(=C2)OC)C)OCC